(E)-2-methyl-N-[1-[3-[2-(trifluoromethyl)-4-pyridyl]-1,2,4-thiadiazol-5-yl]ethylidene]propane-2-sulfinamide CC(C)(C)S(=O)/N=C(\C)/C1=NC(=NS1)C1=CC(=NC=C1)C(F)(F)F